4,8-dioxaundecanediol C(CCOCCCOCCC)(O)O